2-amino-5-(2,5-dimethoxyphenyl)-4-oxo-4,5-dihydrofuran-3-yl phenylmethanesulfonate C1(=CC=CC=C1)CS(=O)(=O)OC1=C(OC(C1=O)C1=C(C=CC(=C1)OC)OC)N